tert-butyl (R)-3-(5-(2-hydroxy-4-(trifluoromethyl)phenyl)-2-methyl-6-oxopyrimidin-1(6H)-yl)piperidine-1-carboxylate OC1=C(C=CC(=C1)C(F)(F)F)C1=CN=C(N(C1=O)[C@H]1CN(CCC1)C(=O)OC(C)(C)C)C